2-(3,4-dimethylphenyl)-N-(1,1-dioxido-2,3-dihydrothiophen-3-yl)-1H-imidazole-4-carboxamide CC=1C=C(C=CC1C)C=1NC=C(N1)C(=O)NC1CS(C=C1)(=O)=O